6-amino-8-cyclopentyl-2-[5-(2-methoxy-ethylamino)-pyridin-2-ylamino]-8H-pyrido[2,3-d]Pyrimidin-7-one NC1=CC2=C(N=C(N=C2)NC2=NC=C(C=C2)NCCOC)N(C1=O)C1CCCC1